5,6-dihydro-1H-pyrrolo[3,2,1-ij]quinolin-4(2H)-one hydrochloride Cl.C1CN2C(CCC3=CC=CC1=C23)=O